4-((4-((4,4-difluoropiperidin-1-yl)methyl)-3-fluorobenzyl)thio)-2-(2,6-dioxopiperidin-3-yl)-5-fluoroisoindoline-1,3-dione FC1(CCN(CC1)CC1=C(C=C(CSC2=C3C(N(C(C3=CC=C2F)=O)C2C(NC(CC2)=O)=O)=O)C=C1)F)F